(R)-N-(1-phenylethyl)pyrazolo[1,5-a]pyrimidin-5-amine C1(=CC=CC=C1)[C@@H](C)NC1=NC=2N(C=C1)N=CC2